IC=1C(=C(C(O)(I)I)C=CC1CO)I tetraiodoterephthalyl alcohol